1-(4-{[(6-{7-Methoxyimidazo[1,2-a]pyridin-3-yl}pyrimidin-4-yl)amino]methyl}phenyl)piperidin-2-one COC1=CC=2N(C=C1)C(=CN2)C2=CC(=NC=N2)NCC2=CC=C(C=C2)N2C(CCCC2)=O